FC=1C=CC=2C3=C(NC(C2C1)=O)COCC3N(C(=O)C3=CC1=C(N3)C=CS1)C N-(8-fluoro-6-oxo-1,4,5,6-tetrahydro-2H-pyrano[3,4-c]isoquinolin-1-yl)-N-methyl-4H-thieno[3,2-b]pyrrole-5-carboxamide